C1=COC(=C1)N aminofuran